N[C@]1(CN(CC1)C1=C(CN2C3=NC=NC(=C3N=C2)N)C(=CC(=C1)Cl)CC)C1=NNC=N1 (R)-9-(2-(3-amino-3-(1H-1,2,4-triazol-3-yl)pyrrolidin-1-yl)-4-chloro-6-ethylbenzyl)-9H-purin-6-amine